C(OCC1=CC=C(C=C1)B1OC(C(O1)(C)CCCSCCS)(C)C)(OC1=CC=C(C=C1)[N+](=O)[O-])=O 4-(4-(3-((2-mercaptoethyl)thio)propyl)-4,5,5-trimethyl-1,3,2-dioxaborolan-2-yl)benzyl (4-nitrophenyl) carbonate